CC1=C(C(=O)NC2(CC2)C2=C3C=CC=NC3=CC(=C2)C2=NN(C=C2)C2=CC=CC=C2)C=C(C=C1)OC[C@H]1N(CC1)C (S)-2-Methyl-5-((1-methylazetidin-2-yl)methoxy)-N-(1-(7-(1-phenyl-1H-pyrazol-3-yl)quinolin-5-yl)cyclopropyl)benzamide